FC1=C(C=CC(=C1)OC)N1N=C(C=CC1=O)C(=O)O 1-(2-Fluoro-4-methoxy-phenyl)-6-oxo-pyridazine-3-carboxylic acid